IC=1C=CC(=NC1)N1[C@@H](CN(CC1)C(=O)OC(C)(C)C)C tert-butyl (R)-4-(5-iodopyridin-2-yl)-3-methylpiperazine-1-carboxylate